(rac)-(1R,5S,6R)-1-methyl-6-(o-tolyl)-3-azabicyclo[3.1.0]Hexane C[C@@]12CNC[C@H]2[C@@H]1C1=C(C=CC=C1)C |r|